C(=O)(OC(C)(C)C)C(C(C(=O)O)N)CC(=O)O 3-Boc-aminoglutaric acid